methyl 1-((3-methoxy-5-nitropyridin-2-yl)oxy)cyclopropane-1-carboxylate COC=1C(=NC=C(C1)[N+](=O)[O-])OC1(CC1)C(=O)OC